9-(2-bromophenyl)-9H-carbazole BrC1=C(C=CC=C1)N1C2=CC=CC=C2C=2C=CC=CC12